O=C(CC1CC(NC1)C(=O)O)NC1=CC=C(C=C1)N1C(OCC1)=O 4-(2-oxo-2-((4-(2-oxooxazolidin-3-yl)phenyl)amino)ethyl)pyrrolidine-2-carboxylic acid